BrC=1C=C(C=CC1)S(=O)(=O)NCCOCCOC C3-bromo-N-(2-(2-methoxyethoxy)ethyl)benzenesulfonamide